2-(Cyclobutyl(methyl)amino)-5-(N,N-dimethylsulfamoyl)-N-(5-ethylthiazol-2-yl)benzamide C1(CCC1)N(C1=C(C(=O)NC=2SC(=CN2)CC)C=C(C=C1)S(N(C)C)(=O)=O)C